ClC1=NC=C(C(=C1)N1CCC(CC1)C(C)=O)C#CC=1C=NN(C1)C(F)(F)F 1-(1-(2-chloro-5-((1-(trifluoromethyl)-1H-pyrazol-4-yl)ethynyl)pyridin-4-yl)piperidin-4-yl)ethan-1-one